ClC=1C=C2C(=NC=NC2=CC1C1=C(C=CC(=N1)N)C(F)(F)F)N1CCNCC1 6-[6-chloro-4-(piperazin-1-yl)quinazolin-7-yl]-5-(trifluoromethyl)pyridin-2-amine